[6-(3-cyclopropyl-1,2,4-triazol-1-yl)-2-azaspiro[3.3]heptan-2-yl]-[6-[[5-(trifluoromethyl)-2-pyridinyl]oxy]-2-azaspiro[3.3]heptan-2-yl]methanone C1(CC1)C1=NN(C=N1)C1CC2(CN(C2)C(=O)N2CC3(C2)CC(C3)OC3=NC=C(C=C3)C(F)(F)F)C1